FC(OC1CCC(CC1)NC=1N=C(C2=C(N1)NC=C2C2=NC=1N(C=C2)N=CC1)NC)F N2-((1r,4r)-4-(difluoromethoxy)cyclohexyl)-N4-methyl-5-(pyrazolo[1,5-a]pyrimidin-5-yl)-7H-pyrrolo[2,3-d]pyrimidine-2,4-diamine